2-hexyldecyl 7-{[2-oxo-2-(tetradecyloxy)ethyl]amino}heptanoate O=C(CNCCCCCCC(=O)OCC(CCCCCCCC)CCCCCC)OCCCCCCCCCCCCCC